B(O)(O)C([C@H](N)C(=O)O)C1=CC=CC=C1 β-boronophenylalanine